FC=1C=C(C=CC1)C1=CNC2=NC=C(C=C21)C=2C(=NN(C2)C2CN(CCC2)C)OC 3-(3-fluorophenyl)-5-(3-methoxy-1-(1-methylpiperidin-3-yl)-1H-pyrazol-4-yl)-1H-pyrrolo[2,3-b]pyridine